OC(=O)C(F)(F)F.C1(CCCCC1)C=1C=CC(=NC1)CN(C(=O)[C@@H]1NCC1)C1=CC=C(C=C1)F (R)-N-((5-cyclohexylpyridin-2-yl)methyl)-N-(4-fluorophenyl)azetidine-2-carboxamide TFA salt